C(C)C1=NC=CC=C1C=C1CCN(CC1)C(=O)OC(C)(C)C Tert-Butyl 4-[(2-ethylpyridin-3-yl)methylidene]piperidine-1-carboxylate